C1(CCCCC1)P(C=1C=C(C=CC1)C1=C(C=C(C=C1C(C)C)C(C)C)C(C)C)C1CCCCC1 dicyclohexyl(2',4',6'-triisopropyl-[1,1'-biphenyl]-3-yl)phosphane